(E)-N'-(6,7-dihydroquinolin-8(5H)-ylidene)-6-(pyridin-2-yl)-2,6-diazaspiro[3.3]heptane-2-thiohydrazide N1=CC=CC=2CCC/C(/C12)=N\NC(=S)N1CC2(C1)CN(C2)C2=NC=CC=C2